C(C)[C@]12N(C=3C(=NN=C(C3)C3=C(C(=CC=C3)F)OC)NC1)C[C@@H](C2)OC2=CC(=C(C=N2)CO)C (6-(((6aR,8R)-6a-ethyl-2-(3-fluoro-2-methoxyphenyl)-5,6,6a,7,8,9-hexahydropyrrolo[1',2':4,5]pyrazino[2,3-c]pyridazin-8-yl)oxy)-4-methylpyridin-3-yl)methanol